N1=C(C=CC=C1C(=O)O)C1=NC(=CC=C1)C(=O)O 2,2'-bipyridine-6,6'-dicarboxylic acid